N-benzyl-4-(4-vinyl-phenyl)phthalazin-1-amine C(C1=CC=CC=C1)NC1=NN=C(C2=CC=CC=C12)C1=CC=C(C=C1)C=C